(1-methyl-1H-1,4-diazainden-6-yl)boranediol CN1C=CC2=NC=C(C=C12)B(O)O